tert-butyl ((1r,3r)-3-(((4-bromopyridin-2-yl)oxy)methyl)cyclobutyl)carbamate BrC1=CC(=NC=C1)OCC1CC(C1)NC(OC(C)(C)C)=O